1'-((2r,3s)-3-methyltetrahydrofuran-2-carbonyl)spiro[indoline-3,4'-piperidine]-2-one C[C@@H]1[C@@H](OCC1)C(=O)N1CCC2(CC1)C(NC1=CC=CC=C12)=O